C(C)(C)(C)OC(=O)N1CC2=CC=CC(=C2CC1)C=O 5-formyl-3,4-dihydro-1H-isoquinoline-2-carboxylic acid tert-butyl ester